(Z)-Methyl 2-azido-3-(4-chloro-2-(4-methyl-3-(trifluoromethyl)phenoxy)phenyl)acrylate N(=[N+]=[N-])\C(\C(=O)OC)=C/C1=C(C=C(C=C1)Cl)OC1=CC(=C(C=C1)C)C(F)(F)F